ClC1=CC=C(C=C1)C1=NC(=NC(=C1)N1CCN(CC1)C1=CC=C(C=C1)C)C=1C=NC=CC1 (4-chlorophenyl)-2-(pyridin-3-yl)-6-(4-(p-tolyl)piperazin-1-yl)pyrimidine